2-ethyl 8-(2-methoxyethyl) (1S,2S,5R)-3-((6-fluoropyridin-3-yl) sulfonyl)-3,8-diazabicyclo[3.2.1]octane-2,8-dicarboxylate FC1=CC=C(C=N1)S(=O)(=O)N1[C@@H]([C@@H]2CC[C@H](C1)N2C(=O)OCCOC)C(=O)OCC